N,N-bis(3-methoxybenzyl)-4-((2-(3-methoxybenzyloxy)ethoxy)methyl)thiazol-2-amine COC=1C=C(CN(C=2SC=C(N2)COCCOCC2=CC(=CC=C2)OC)CC2=CC(=CC=C2)OC)C=CC1